6-tert-butyl-9-[1-(1-ethoxy-1-oxopropan-2-yl)-1H-pyrazol-4-yl]-10-methoxy-2-oxo-6,7-dihydro-2H-pyrido[2,1-a]isoquinoline-3-carboxylate C(C)(C)(C)C1N2C(C3=CC(=C(C=C3C1)C=1C=NN(C1)C(C(=O)OCC)C)OC)=CC(C(=C2)C(=O)[O-])=O